C(CCC)N1C=[NH+]C(=C1C)C 1-butyl-4,5-dimethylimidazolium